C(C1=CC=CC=C1)N1CC=2N(CC1)N=C(C2C2=CC(=NC=C2)NC(OC(C)(C)C)=O)C2=CC=C(C=C2)F tert-butyl (4-(5-benzyl-2-(4-fluorophenyl)-4,5,6,7-tetrahydropyrazolo[1,5-a]pyrazin-3-yl)pyridin-2-yl)carbamate